C[C@H]1CN(CCN1C=1C2=C(N=C(N1)S(=O)(=O)C)OC1(CC2)CCCC2=CC=CC=C21)C(=O)OC(C)(C)C tert-butyl (3S)-3-methyl-4-(2'-(methylsulfonyl)-3,4,5',6'-tetrahydro-2H-spiro[naphthalene-1,7'-pyrano[2,3-d]pyrimidin]-4'-yl)piperazine-1-carboxylate